2-(hydroxymethyl)propane-1,3-diylbis(8-(benzyloxy)octanoate) OCC(CC(C(=O)[O-])CCCCCCOCC1=CC=CC=C1)CC(C(=O)[O-])CCCCCCOCC1=CC=CC=C1